C(C)(C)(C)OC(=O)N1C[C@H](CCC1)N1C(NC2=C1C=C(C(=C2)F)Br)=O.ClCC2=C(C=CC=C2)C chloromethyl-methylbenzene tert-butyl-(S)-3-(6-bromo-5-fluoro-2-oxo-2,3-dihydro-1H-benzo[d]imidazole-1-yl)piperidine-1-carboxylate